(3S)-oxazolidin-3-ol O1CN(CC1)O